O=C1[C@@H]([C@H](CC1)CC(=O)OC)C\C=C/CC |r| methyl {(1RS,2RS)-3-oxo-2-[(2Z)-2-penten-1-yl]cyclopentyl}acetate